2-((5-chloro-2-(1H-tetrazol-5-yl)phenyl)amino)-2-oxoacetic acid ClC=1C=CC(=C(C1)NC(C(=O)O)=O)C1=NN=NN1